[O-]S(=O)(=O)C(F)(F)F.BrC=1C=C(C=CC1)[I+]C1=C(C=C(C=C1C)C)C (3-bromophenyl)(2,4,6-trimethylphenyl)iodonium triflate